C(C)(C)(C)OC(=O)N[C@@H](CCC(=O)OC)CO (S)-methyl 4-((tert-butoxycarbonyl)amino)-5-hydroxypentanoate